Tert-butyl 4-(7-(2-hydroxypropan-2-yl)-6-(6-(trifluoromethyl) picolinamido) imidazo[1,2-a]pyridin-2-yl)-[1,4'-bipiperidine]-1'-carboxylate OC(C)(C)C1=CC=2N(C=C1NC(C1=NC(=CC=C1)C(F)(F)F)=O)C=C(N2)C2CCN(CC2)C2CCN(CC2)C(=O)OC(C)(C)C